ClC1=C(C=CC=C1)NC(=N)N 1-(2-chlorophenyl)guanidine